3-(5-(4-methylpiperazin-1-yl)-1H-pyrazolo[4,3-b]pyridin-3-yl)propionic acid CN1CCN(CC1)C1=CC=C2C(=N1)C(=NN2)CCC(=O)O